tert-Butyl (trans-4-((4-(1-isopropyl-1H-pyrazol-4-yl)pyridin-2-yl)((trans-4-(4-methoxy-3-methylphenyl)cyclohexyl)methyl) carbamoyl)cyclohexyl)carbamate C(C)(C)N1N=CC(=C1)C1=CC(=NC=C1)N(C(=O)[C@@H]1CC[C@H](CC1)NC(OC(C)(C)C)=O)C[C@@H]1CC[C@H](CC1)C1=CC(=C(C=C1)OC)C